fluoro-4-oxo-1-(1,3-thiazol-2-yl)-1,4-dihydro-1,8-naphthyridine-3-carboxylic acid FC=1N(C2=NC=CC=C2C(C1C(=O)O)=O)C=1SC=CN1